BrC(C=O)F 2-bromo-2-fluoroethan-1-one